phenyl-2,4,6-trimethylbenzoyl phosphate P(=O)(OC(C1=C(C(=C(C=C1C)C)C1=CC=CC=C1)C)=O)([O-])[O-]